COC1=C2C=C(NC2=CC=C1)C(=O)N[C@@H](CC(C)C)C(=O)NN 4-methoxy-N-[(1S)-1-(hydrazinocarbonyl)-3-methyl-butyl]-1H-indole-2-carboxamide